tert-butyl 3-(7-bromo-2,6-dichloro-8-fluoroquinazolin-4-yl)-3,8-diazabicyclo[3.2.1]octane-8-carboxylate BrC1=C(C=C2C(=NC(=NC2=C1F)Cl)N1CC2CCC(C1)N2C(=O)OC(C)(C)C)Cl